OCC=1C=C(C=CC1)C1=NN(C2=CC=C(C=C12)N(CCCNC(OCC1=CC=CC=C1)=O)C)C1OCCCC1 benzyl N-[3-[[3-[3-(hydroxymethyl)phenyl]-1-tetrahydropyran-2-yl-indazol-5-yl]-methyl-amino] propyl]carbamate